tert-butyl N-[4-[6-[4-(4-fluoro-3-methoxy-phenyl)-1,2,4-triazol-3-yl]-8-methyl-imidazo[1,2-a]pyridin-3-yl]phenyl]carbamate FC1=C(C=C(C=C1)N1C(=NN=C1)C=1C=C(C=2N(C1)C(=CN2)C2=CC=C(C=C2)NC(OC(C)(C)C)=O)C)OC